C(C1=CC=CC=C1)N1[C@H]2CC(C[C@@H]1CC2)NC(=O)C2=CC=C1C=CN(C1=C2)C2=CC=NC=C2 N-((1R,3s,5S)-8-benzyl-8-azabicyclo[3.2.1]oct-3-yl)-1-(pyridin-4-yl)-1H-indole-6-carboxamide